1,3-dibenzyl-2'-pentyloctahydrospiro[benzo[d]imidazole-2,1'-cyclopentane] C(C1=CC=CC=C1)N1C2C(N(C13C(CCC3)CCCCC)CC3=CC=CC=C3)CCCC2